CCNC(C(C)(C)C)=O N-2-ethyl-2,2-dimethylpropionamide